3-mercapto-5,5-dimethyl-4,5-dihydro-isoxazole SC1=NOC(C1)(C)C